1-azabicyclo[4.2.0]octane-3,4,5-triol N12CC(C(C(C2CC1)O)O)O